O1NCCCC1 aza-oxacyclohexane